N-((8-fluoro-6,12-dioxo-6,12-dihydroindolo[2,1-b]quinazolin-3-yl)methyl)acetamide FC=1C=C2C(C3=NC4=CC(=CC=C4C(N3C2=CC1)=O)CNC(C)=O)=O